C(CCCCCCCCCCCCCCC)N1C(=C(C(C2=C(C=C(C=C12)O)O)=O)O)C1=CC(=C(C=C1)O)OC N-hexadecyl-2-(3-methoxy-4-hydroxyphenyl)-3,5,7-Trihydroxyquinolin-4-one